5,7-dihydroxy-3-(4-methoxyphenyl)-4H-chromen-4-one OC1=C2C(C(=COC2=CC(=C1)O)C1=CC=C(C=C1)OC)=O